BrC=1C=C(C(=NC1)N)C=1C=NNC1 5-bromo-3-(1H-pyrazol-4-yl)pyridine-2-amine